ClC1=C(C=CC=C1C1=C(C(=NC=C1)C1=CC2=C(CNCCS2(=O)=O)C=C1)Cl)C1=CC=C(C(=N1)OC)CNC[C@H]1CCC(N1)=O (R)-5-((((6-(2-chloro-3-(3-chloro-2-(1,1-dioxido-2,3,4,5-tetrahydrobenzo[f][1,4]thiazepin-8-yl)pyridin-4-yl)phenyl)-2-methoxypyridin-3-yl)methyl)amino)methyl)pyrrolidin-2-one